1,4-bis-nitro-oxybutane [N+](=O)([O-])OCCCCO[N+](=O)[O-]